C(#N)N(C#N)C1(CCCCC1)CCC N,N-dicyanopropyl-cyclohexylamine